methyl (2S)-(N,N-bis(4-methoxybenzyl)sulfamoyl)hex-5-enoate COC1=CC=C(CN(S(=O)(=O)[C@H](C(=O)OC)CCC=C)CC2=CC=C(C=C2)OC)C=C1